3-methyl-3,8-diazabicyclo[3.2.1]-octane CN1CC2CCC(C1)N2